ClC=1C(N(C(NC1CO)=O)CC1=NC(=NO1)C[C@H](O)C1=CC=C(C=C1)Cl)=O 5-chloro-3-({3-[(2S)-2-(4-chlorophenyl)-2-hydroxyethyl]-1,2,4-oxadiazol-5-yl}methyl)-6-(hydroxymethyl)-1H-pyrimidine-2,4-dione